C(C)(C)(C)N(C(=O)C=1C2=C(N(N1)C1=CSC=C1)C1=C(OC2)C=C(C(=C1)OC(C)C)OC)C N-tert-butyl-8-isopropoxy-7-methoxy-N-methyl-1-(thien-3-yl)-1,4-dihydrobenzopyrano[4,3-c]Pyrazole-3-carboxamide